(S)-1'-(6-((3-chloro-2-methylpyridin-4-yl)thio)pyrido[2,3-b]pyrazin-2-yl)-5-methoxy-1,3-dihydrospiro[inden-2,4'-piperidin]-1-amine ClC=1C(=NC=CC1SC=1C=CC=2C(=NC=C(N2)N2CCC3(CC2)[C@@H](C2=CC=C(C=C2C3)OC)N)N1)C